Diisopropylamine magnesium Bromide [Br-].[Mg+2].C(C)(C)NC(C)C.[Br-]